ClC1=C(CC2NC(=NOC2)C=2N=C(N=NC2OC2=CC(=CC=C2)C(F)(F)F)C)C=CC(=C1)C 5-(2-chloro-4-methylbenzyl)-3-{3-methyl-6-[3-(trifluoromethyl)phenoxy]-1,2,4-triazin-5-yl}-5,6-dihydro-4H-1,2,4-oxadiazine